ClC1CN(CCN1)C1=CC=CC=2OC(COC21)O 5-(3-chloropiperazin-1-yl)-2-hydroxy-2,3-dihydro-1,4-benzodioxine